(2S,4S)-1-(tert-butoxycarbonyl)-4-((tert-butoxycarbonyl)amino)pyrrolidine-2-carboxylic acid C(C)(C)(C)OC(=O)N1[C@@H](C[C@@H](C1)NC(=O)OC(C)(C)C)C(=O)O